C1(=CC=CC=C1)P(C1=CC=CC=C1)CC=1C(=NC=CC1)C1=NC=CC=C1 (diphenylphosphinomethyl)2,2'-bipyridine